Cobalt-Ruthenium [Ru].[Co]